C(C)(=O)O.C(C)(=O)O.C(C)(=O)O.C(C)(=O)O.C(C)(=O)O.C(CCC(CCC(CCC(CCC(CC)N)N)N)N)N pentadecane-1,4,7,10,13-pentaamine pentaacetate